6-(1,3-benzoxazol-2-yl)-2-{[(4-chlorophenyl)(phenyl)methyl](methyl)amino}-5-hydroxy-3-methyl-3,4-dihydropyrimidin-4-one O1C(=NC2=C1C=CC=C2)C2=C(C(N(C(=N2)N(C)C(C2=CC=CC=C2)C2=CC=C(C=C2)Cl)C)=O)O